C[C@@H]1CN(CCC1)[C@@H](C)C1=CC2=C(C=N1)CNC2=O 6-((S)-1-((S)-3-methylpiperidin-1-yl)ethyl)-2,3-dihydro-1H-pyrrolo[3,4-c]pyridin-1-one